4-[(3S,5aR,6R,7R,8aS)-6-(3,3-difluoro-4-phenoxybutyl)-7-hydroxyoctahydro-2H-cyclopenta[b]oxepin-3-yl]butanoic acid FC(CC[C@H]1[C@@H](C[C@@H]2OC[C@H](CC[C@@H]21)CCCC(=O)O)O)(COC2=CC=CC=C2)F